4-[6-amino-5-(2,6-dichloro-benzyloxy)-pyridin-3-yl]-N-cyclopropylmethyl-N-(2R)-pyrrolidin-2-ylmethyl-benzamide NC1=C(C=C(C=N1)C1=CC=C(C(=O)N(C[C@@H]2NCCC2)CC2CC2)C=C1)OCC1=C(C=CC=C1Cl)Cl